C(C)(=O)OCC=1C(=NN(C(C1Br)=O)C)Cl (5-bromo-3-chloro-1-methyl-6-oxo-1,6-dihydropyridazin-4-yl)methyl acetate